N-(methyl-d3)-6-(pyridin-2-ylamino)pyridazine-3-carboxamide C(NC(=O)C=1N=NC(=CC1)NC1=NC=CC=C1)([2H])([2H])[2H]